(2S,4R)-1-(2-(3-Acetyl-5-(2-methylpyrimidin-5-yl)-1H-indazol-1-yl)acetyl)-N-(3-(5-chloro-1,2,3,4-tetrahydroquinoxalin-6-yl)-2-fluorophenyl)-4-fluoropyrrolidine-2-carboxamide C(C)(=O)C1=NN(C2=CC=C(C=C12)C=1C=NC(=NC1)C)CC(=O)N1[C@@H](C[C@H](C1)F)C(=O)NC1=C(C(=CC=C1)C=1C(=C2NCCNC2=CC1)Cl)F